O1C(=CC=C1CCO)CCO 2,5-furandiethanol